C(C)(C)(C)OC(=O)N1C(CCCC1)N1C(NCC1)=O (2-oxo-imidazolin-1-yl)piperidine-1-carboxylic acid tert-butyl ester